C1(CC1)C1=NC=NC(=C1C1=NC(=C2NC=NC2=N1)NCC1=CC=C(C=C1)C=1N(C=C(N1)C(F)(F)F)CC(C)C)OC 2-(4-cyclopropyl-6-methoxypyrimidin-5-yl)-N-(4-(1-isobutyl-4-(trifluoromethyl)-1H-imidazol-2-yl)benzyl)-7H-purin-6-amine